NC1CCC2(OCCO2)CC1 8-Amino-1,4-dioxaspiro[4.5]decan